N[C@@H](C(=O)O)CC=1C=C2C=NNC2=C(C1)C (R)-2-amino-3-(7-methyl-1H-indazol-5-yl)propionic acid